C(C)(C)(C)OC(C1=CC=CC=C1)=O.C(CCC)[Sn](CCCC)CCCC tributyltin tert-butylbenzoate